5-((2-aminopyrimidin-5-yl)ethynyl)-N-(5-(tert-butyl)isoxazol-3-yl)nicotinamide NC1=NC=C(C=N1)C#CC=1C=NC=C(C(=O)NC2=NOC(=C2)C(C)(C)C)C1